4-(benzyloxy)-5-(1,3-dioxolan-2-yl)-2-methylbenzoic acid C(C1=CC=CC=C1)OC1=CC(=C(C(=O)O)C=C1C1OCCO1)C